dimethyl-aminoethylmethacrylate CCC(C(=O)[O-])=C(CCN)C